C(C)(C)(C)OC(=O)N[C@H](C(=O)OCC(CCCC)CCCC)CC1=CC(=CC(=C1)F)F 2-Butylhexyl (S)-2-((tert-butoxycarbonyl)amino)-3-(3,5-difluorophenyl)propanoate